2-(4,6-dimethoxynaphthalen-2-yl)aniline COC1=CC(=CC2=CC=C(C=C12)OC)C1=C(N)C=CC=C1